N-(4-(benzyloxy)-3-(methoxy-d3)Phenethyl)acetamide C(C1=CC=CC=C1)OC1=C(C=C(CCNC(C)=O)C=C1)OC([2H])([2H])[2H]